(2R)-1-({8-[(3β)-cholest-5-en-3-yloxy]octyl}oxy)-3-(heptyloxy)-N,N-dimethylpropane-2-amine CC(C)CCC[C@@H](C)[C@H]1CC[C@H]2[C@@H]3CC=C4C[C@H](CC[C@]4(C)[C@H]3CC[C@]12C)OCCCCCCCCOC[C@@H](COCCCCCCC)N(C)C